C(C(=O)O)N [14C]-glycine